ClC1=C(C=C(C=C1)I)CC1=CC=C(OC2COCC2)C=C1 3-[4-[(2-chloro-5-iodophenyl)methyl]phenoxy]tetrahydrofuran